C(C)(=O)OCCCCCCCCCCC\C=C/CCBr (12Z)-15-bromo-12-pentadecenyl acetate